C1(CC1)CN1C(=CC=2C1=NC(=CC2)C=C)C=2N=C1N(C(=CC(=C1)C(=O)O)OC)C2C 2-(1-(cyclopropylmethyl)-6-vinyl-1H-pyrrolo[2,3-b]pyridin-2-yl)-5-methoxy-3-methylimidazo[1,2-a]pyridine-7-carboxylic acid